Cl.C(#N)CC1(CN(C1)C1=CC(=C(C(=O)N[C@H](C(F)(F)F)C)C=C1F)F)N1N=CC(=C1)C=1C(=NNC1C)C 4-[3-(Cyanomethyl)-3-(3',5'-dimethyl-1H,1'H-4,4'-bipyrazol-1-yl)azetidin-1-yl]-2,5-difluoro-N-[(1S)-2,2,2-trifluoro-1-methylethyl]benzamide hydrochloric acid salt